(S)-2-amino-1-(4-(3-bromopyrazolo[1,5-a]pyrimidin-5-yl)piperazin-1-yl)-4-methylpentan-1-one N[C@H](C(=O)N1CCN(CC1)C1=NC=2N(C=C1)N=CC2Br)CC(C)C